4-amino-2'-bromo-6'-methoxy-5'-methylspiro[cyclohexane-1,1'-indene]-4-carboxylic acid NC1(CCC2(C(=CC3=CC(=C(C=C23)OC)C)Br)CC1)C(=O)O